C(C)(C)OC1C(=C(C(O1)=O)Cl)Cl 5-isopropoxy-3,4-dichloro-2(5H)furanone